rac-tert-butyl (1S,2R,5R)-2-(benzyloxy)-3-oxo-8-azabicyclo[3.2.1]octane-8-carboxylate C(C1=CC=CC=C1)O[C@@H]1[C@@H]2CC[C@H](CC1=O)N2C(=O)OC(C)(C)C |r|